IC1=CC=C(C=C1)NC(=O)NC1=CC=C(C=C1)I 1,3-bis(p-iodophenyl)urea